FC1=C2C(=NC=NC2=C(C=C1)F)NCCC1=C(C=C(C=C1)OC1=NC=CC(=C1)C(F)(F)F)F 5,8-difluoro-N-[2-(2-fluoro-4-{[4-(trifluoromethyl)pyridin-2-yl]oxy}phenyl)ethyl]quinazoline-4-amine